8,8'-((2-((1r,2r)-2-hydroxycyclohexyl)ethyl)azanediyl)bis(N,N-didecyloctanamide) O[C@H]1[C@H](CCCC1)CCN(CCCCCCCC(=O)N(CCCCCCCCCC)CCCCCCCCCC)CCCCCCCC(=O)N(CCCCCCCCCC)CCCCCCCCCC